NC(C(CCC(=O)OC(C)(C)C)N1C(C2=C(C(=CC=C2C1)COC(NC1=CC=C(C=C1)OC1=CC(=C(C=C1)F)F)=O)OC1CCCCC1)=O)=O tert-butyl 5-amino-4-(7-(cyclohexyloxy)-6-((((4-(3,4-difluorophenoxy)phenyl)carbamoyl)oxy)methyl)-1-oxoisoindolin-2-yl)-5-oxopentanoate